2-chloro-5-fluoro-6-[[1-methyl-2-oxo-3-[[(4S)-2-oxooxazolidin-4-yl]methyl]benzimidazol-5-yl]amino]pyridine-3-carbonitrile ClC1=NC(=C(C=C1C#N)F)NC1=CC2=C(N(C(N2C[C@@H]2NC(OC2)=O)=O)C)C=C1